O=C1NC2=CC=CC=C2C=C1C(C(=O)NN)C (2-oxo-1,2-dihydroquinolin-3-yl)propanehydrazide